N-((1H-tetrazol-5-yl)methyl)-7-fluoro-9H-pyrido[3,4-b]indole-1-carboxamide N1N=NN=C1CNC(=O)C1=NC=CC2=C1NC1=CC(=CC=C21)F